ClC1=C2N=C(N(C2=NC=N1)C1=CC=CC2=CC=CC=C12)C1=CC=CC2=CC=CC=C12 6-chloro-8,9-bis(naphthalene-1-yl)-9H-purine